N-[3-chloro-4-(4-propionyl-1-piperazinyl)phenyl]-2-phenylacetamid ClC=1C=C(C=CC1N1CCN(CC1)C(CC)=O)NC(CC1=CC=CC=C1)=O